1-[(2S,4R)-4-fluoro-2-[[6-[(6-methoxy-2-methyl-3,4-dihydro-1H-isoquinolin-7-yl)amino]pyrazolo[3,4-d]pyrimidin-1-yl]methyl]pyrrolidin-1-yl]ethan-1-one F[C@@H]1C[C@H](N(C1)C(C)=O)CN1N=CC=2C1=NC(=NC2)NC2=C(C=C1CCN(CC1=C2)C)OC